Sodium hydroxypropyl methacrylate C(C(=C)C)(=O)OCCCO.[Na]